C(C1=CC=CC=C1)OC=1C=C2C(N(C(C2=CC1)=O)C=1C(=C(C=CC1)C1=CC=CC=C1)C)=O 5-(Benzyloxy)-2-(2-methyl-[1,1'-biphenyl]-3-yl)isoindole-1,3-dione